3-(3,4,5-Trimethoxyphenyl)-4-(2-naphthyl)-2,5-dihydrofuran-2-one COC=1C=C(C=C(C1OC)OC)C=1C(OCC1C1=CC2=CC=CC=C2C=C1)=O